ClC=1C=CC(=C(C1)C1(CCOCC1)O)OC 4-(5-chloro-2-methoxyphenyl)oxan-4-ol